OCCCN(CCN(CCCO)CCCO)CCCO N,N,N',N'-tetrakishydroxypropylethylenediamine